7-(trifluoromethyl)-1,2-dihydro-1,8-naphthyridine-3-carbonitrile FC(C1=CC=C2C=C(CNC2=N1)C#N)(F)F